C(C)C(C[Mn+])CCCC 2-ethylhexyl-manganese (II)